1-(3-methyloxetan-3-yl)-3-(2-(methylthio)-5-((triisopropylsilyl)ethynyl)pyrido[2,3-d]pyrimidin-7-yl)urea CC1(COC1)NC(=O)NC=1C=C(C2=C(N=C(N=C2)SC)N1)C#C[Si](C(C)C)(C(C)C)C(C)C